(R)-N1-(2,3-dihydro-1H-inden-1-yl)-N2-(imidazo[1,2-a]pyridin-7-yl)-N1-((5-(trifluoromethyl)pyridin-2-yl)methyl)oxalamide [C@H]1(CCC2=CC=CC=C12)N(C(C(=O)NC1=CC=2N(C=C1)C=CN2)=O)CC2=NC=C(C=C2)C(F)(F)F